2-(4-(4-fluorophenyl)-1-isopropyl-1H-imidazol-5-yl)thiazole-4-carboxylic acid FC1=CC=C(C=C1)C=1N=CN(C1C=1SC=C(N1)C(=O)O)C(C)C